2-(3,5-Dichloro-4-((2-formyl-1-oxo-1,2,3,4-tetrahydroisoquinolin-6-yl)oxy)phenyl)-3,5-dioxo-2,3,4,5-tetrahydro-1,2,4-triazine-6-carbonitrile ClC=1C=C(C=C(C1OC=1C=C2CCN(C(C2=CC1)=O)C=O)Cl)N1N=C(C(NC1=O)=O)C#N